(1-bromoethyl)-4-ethyl-1-fluoro-3-methylbenzene BrC(C)C1=C(C=CC(=C1C)CC)F